N-((5-(hydrazinecarbonyl)pyridin-2-yl)methyl)-N-phenylmorpholine-4-carboxamide Methyl-6-((N-phenylmorpholine-4-carboxamido)methyl)nicotinate COC(C1=CN=C(C=C1)CN(C(=O)N1CCOCC1)C1=CC=CC=C1)=O.N(N)C(=O)C=1C=CC(=NC1)CN(C(=O)N1CCOCC1)C1=CC=CC=C1